1-tetradecyl-2,3-dimethyl-imidazole hexafluorophosphate F[P-](F)(F)(F)(F)F.C(CCCCCCCCCCCCC)N1C(N(C=C1)C)C